OC1=C(C=C(C=C1[N+](=O)[O-])C=CC(=O)O)OC 3-(4-hydroxy-3-methoxy-5-nitrophenyl)-2-propenoic acid